2-phosphoethyl carbamate (2-phosphonioethyl carbamate) [PH3+]CCNC([O-])=O.C(N)(OCCP(=O)=O)=O